1-(3-bromobenzoyl)piperidine BrC=1C=C(C(=O)N2CCCCC2)C=CC1